ClC1=CC(=C2C(=N1)C(=NN2C2CC2)I)N2[C@@H](COCC2)C (R)-4-(5-Chloro-1-cyclopropyl-3-iodo-1H-pyrazolo[4,3-b]pyridin-7-yl)-3-methylmorpholine